COC(C1=C(C(=C(C=C1)C1CCC1)C(C)=O)C)=O acetyl-4-cyclobutyl-2-methylbenzoic acid methyl ester